BrC1=C(C(=NC=C1)N1CCOCC1)Cl 4-(4-Bromo-3-chloropyridin-2-yl)morpholine